N[C@H](C(=O)N(C)[C@H](C(=O)O)CC(C)C)CC1CC1 (2S)-2-[(2S)-2-amino-3-cyclopropyl-N-methylpropanamido]-4-methylpentanoic acid